(2R,6S)-tert-butyl 4-(6-(2-(dicyanomethylene)hydrazinyl)benzo[d]thiazol-2-yl)-2,6-dimethylpiperazine-1-carboxylate C(#N)C(=NNC1=CC2=C(N=C(S2)N2C[C@H](N([C@H](C2)C)C(=O)OC(C)(C)C)C)C=C1)C#N